4,4'-bis(5-Aminophenoxy)biphenyl NC=1C=CC=C(OC2=CC=C(C=C2)C2=CC=C(C=C2)OC2=CC=CC(=C2)N)C1